2,3,3-trimethyloctan-4-one CC(C)C(C(CCCC)=O)(C)C